[N+](=O)([O-])C1=CC=C(C=C1)N1CCN(CCC1)CC1CCC(CC1)NC(OC(C)(C)C)=O tert-butyl ((1r,4r)-4-((4-(4-nitrophenyl)-1,4-diazepan-1-yl)methyl)cyclohexyl)carbamate